C(C)(C)O[Si](CCCCCCCCCCCC)(OC(C)C)OC(C)C tri-isopropoxy(dodecyl)silane